ClC1=CC=C(C=C1)C1=C(N=C(N1)C1=CC=C(C=C1)O[C@H](C)C1=CC(=CC=C1)F)C (R)-5-(4-chlorophenyl)-2-(4-(1-(3-fluorophenyl)ethoxy)phenyl)-4-methyl-1H-imidazole